4-(hydroxymethyl)cyclohexane OCC1CCCCC1